C(C)C1=NN(C2=C1C(NCC1(CCOCC1)C2)=O)C[C@H](COC(C2=C(C=CC(=C2)C(F)(F)F)Cl)=O)C 2-Chloro-5-(trifluoromethyl)benzoic acid [(2R)-3-(3-ethyl-4-oxo-spiro[6,8-dihydro-5H-pyrazolo[4,3-c]azepin-7,4'-tetrahydropyran]-1-yl)-2-methyl-propyl] ester